ClC1=CC=CC=2N1C(=C(N2)C2=CC=CC=C2)C=O 5-CHLORO-2-PHENYLIMIDAZO[1,2-A]PYRIDIN-3-CARBALDEHYDE